O[C@@H](CNC1=CC(=C2CN(CC2=C1)C#N)C1=CC=C(C=C1)F)CO (S)-6-((2,3-dihydroxypropyl)amino)-4-(4-fluorophenyl)isoindoline-2-carbonitrile